1-(aminomethyl)-N-neopentylcyclohexan-1-amine NCC1(CCCCC1)NCC(C)(C)C